F[C@@H]1[C@H](CN(CC1)C=1C=CC=2N=CN=C(C2N1)NC1=C(C(=C(C=C1)OC1=CC2=C(N(N=N2)C)C=C1)C)F)NC(C=C)=O N-((3S,4S)-4-fluoro-1-(4-((2-fluoro-3-methyl-4-((1-methyl-1H-benzo[d][1,2,3]triazol-5-yl)oxy)phenyl)amino)pyrido[3,2-d]pyrimidin-6-yl)piperidin-3-yl)acrylamide